2,6-dichloro-N-((S)-1-((3R,5'S)-5'-ethynyl-2-oxospiro[indoline-3,3'-pyrrolidin]-1'-yl)-4-fluoro-4-methyl-1-oxopentan-2-yl)benzamide ClC1=C(C(=O)N[C@H](C(=O)N2C[C@]3(C[C@H]2C#C)C(NC2=CC=CC=C23)=O)CC(C)(C)F)C(=CC=C1)Cl